(3S,4R)-3-fluoro-1-(4-((5-((S)-1-hydroxypropan-2-yl)-8-((2R,3S)-3-methoxy-2-methylazetidin-1-yl)-2,7-naphthyridin-3-yl)amino)pyrimidin-2-yl)-3-methylpiperidin-4-ol F[C@]1(CN(CC[C@H]1O)C1=NC=CC(=N1)NC=1N=CC2=C(N=CC(=C2C1)[C@@H](CO)C)N1[C@@H]([C@H](C1)OC)C)C